1-(5-(3-(4-chlorophenoxy)benzyl)octahydro-pyrrolo[3,4-c]pyrrole-2-carbonyl)-1H-pyrazole-3-carboxylic acid ClC1=CC=C(OC=2C=C(CN3CC4C(C3)CN(C4)C(=O)N4N=C(C=C4)C(=O)O)C=CC2)C=C1